1-[3-(2-methoxyacetyl)-6-[6-[(6-methylpyridazin-3-yl)amino]benzimidazol-1-yl]-2-pyridyl]-5-methyl-pyrazole-3-carbonitrile COCC(=O)C=1C(=NC(=CC1)N1C=NC2=C1C=C(C=C2)NC=2N=NC(=CC2)C)N2N=C(C=C2C)C#N